methyl (2R)-5-oxopyrrolidine-2-carboxylate O=C1CC[C@@H](N1)C(=O)OC